Methyl 4-((tert-butoxycarbonyl)amino)-1-(1-methylcyclopropyl)-6-oxo-1,6-dihydropyridine-3-carboxylate C(C)(C)(C)OC(=O)NC=1C(=CN(C(C1)=O)C1(CC1)C)C(=O)OC